C(#N)C1(CC1)CN1C(SC(=C1)COC=1C=CC2=C(C=C(O2)C)C1)C N-((1-cyanocyclopropyl)methyl)-2-methyl-5-((2-methylthiazol-5-yl)methoxy)benzofuran